5-benzyl-N-((1aR,2R,8bS)-4-methyl-3-oxo-1,1a,2,3,4,8B-hexahydrocyclopropa[d]pyrido[2,3-B]azepin-2-yl)-4H-1,2,4-triazole-3-carboxamide C(C1=CC=CC=C1)C=1NC(=NN1)C(=O)N[C@@H]1[C@H]2[C@@H](C3=C(N(C1=O)C)N=CC=C3)C2